COC1=CC=2N(C(=C1)C(F)(F)F)C=C(N2)C2CC(C2)O 3-[7-methoxy-5-(trifluoromethyl)imidazo[1,2-a]pyridin-2-yl]cyclobutanol